(heptafluoro-2-naphthyl)boronic acid FC=1C(=C(C(=C2C(=C(C(=C(C12)F)B(O)O)F)F)F)F)F